1-[3-(1,10-phenanthroline-2-yl)phenyl]-2-phenyl-1H-benzimidazol-4-ol N1=C(C=CC2=CC=C3C=CC=NC3=C12)C=1C=C(C=CC1)N1C(=NC2=C1C=CC=C2O)C2=CC=CC=C2